7-(3-(pyridin-2-yl)phenyl)dibenzo[c,h]acridine N1=C(C=CC=C1)C=1C=C(C=CC1)C1=C2C=CC3=C(C2=NC=2C4=C(C=CC12)C=CC=C4)C=CC=C3